3-(5-bromo-2-fluoro-4-methylphenyl)-1-methyl-1-(2-(trifluoromethyl)pyridin-4-yl)urea BrC=1C(=CC(=C(C1)NC(N(C1=CC(=NC=C1)C(F)(F)F)C)=O)F)C